trimethoxy[3-(oxetanylmethoxy)propyl]silane CO[Si](CCCOCC1OCC1)(OC)OC